Methyl 6-[(E)-2-[(tert-butoxycarbonylamino) methyl]-3-fluoro-allyloxy]-2-oxo-3,4-dihydro-1H-quinoline-3-carboxylate C(C)(C)(C)OC(=O)NC/C(/COC=1C=C2CC(C(NC2=CC1)=O)C(=O)OC)=C\F